3-methoxy-1-(pyrimidin-2-yl)-1H-pyrazole-4-carboxamide COC1=NN(C=C1C(=O)N)C1=NC=CC=N1